methyl (S)-3-(8-chloro-6-(2-chlorophenyl)-1-(((4,5-dihydro-1H-imidazol-2-yl)methyl)thio)-4H-benzo[f][1,2,4]triazolo[4,3-a][1,4]diazepin-4-yl)propionate ClC=1C=CC2=C(C(=N[C@H](C=3N2C(=NN3)SCC=3NCCN3)CCC(=O)OC)C3=C(C=CC=C3)Cl)C1